propylpyrazolo[1,5-a]pyridine C(CC)C1=NN2C(C=CC=C2)=C1